(S)-4-methyl-2-(3-((7-(5-methyl-1,2,4-oxadiazol-3-yl)isoquinolin-1-yl)amino)-6-(methylamino)hexanamido)thiazole-5-carboxylic acid tert-butyl ester C(C)(C)(C)OC(=O)C1=C(N=C(S1)NC(C[C@H](CCCNC)NC1=NC=CC2=CC=C(C=C12)C1=NOC(=N1)C)=O)C